BrC=1C(=C(C(=NC1)O)[N+](=O)[O-])Cl 5-bromo-4-chloro-3-nitropyridin-2-ol